FC1(C2CN(CC12)C=1C=C2C(=CN=CC2=CC1)N)F 6-(6,6-difluoro-3-azabicyclo[3.1.0]hex-3-yl)isoquinolin-4-amine